N-(3,3-difluorocyclobutyl)-5-(2-((cis-4-ethoxycyclohexyl)amino)-7H-pyrrolo[2,3-d]pyrimidin-5-yl)pyrazolo[1,5-a]pyridine-3-carboxamide FC1(CC(C1)NC(=O)C=1C=NN2C1C=C(C=C2)C2=CNC=1N=C(N=CC12)N[C@@H]1CC[C@@H](CC1)OCC)F